[Se](=O)(=O)([O-])[O-].[Cu+2] copper (P)-selenate